BrC=1C=C2C=CC=[NH+]C2=CC1 6-bromoquinolin-1-ium